CC1C(NC(CC1)=O)=O 3-methyl-piperidine-2,6-dione